FC(OC1=C(N)C=CC(=C1)N1C[C@H]2COCCN2CC1)F (S)-2-(difluoromethoxy)-4-(hexahydropyrazino[2,1-c][1,4]oxazin-8(1H)-yl)aniline